ClC=1C=C(C=CC1N1C(N(CC1)C)=O)C1=C(C(=CC=C1)C1=CN=NC(=C1)N1CCNCC1)O 1-(3-chloro-2'-hydroxy-3'-(6-(piperazin-1-yl)pyridazin-4-yl)-[1,1'-biphenyl]-4-yl)-3-methylimidazolidin-2-one